C(C)(=O)O.CC\C=C\CCC\C=C/C\C=C/CC (3E,8Z,11Z)-3,8,11-tetradecatriene acetate